Cl.ClC=1C(=C2CC(CC2=CC1)N)F 5-chloro-4-fluoro-2,3-dihydro-1H-inden-2-amine hydrochloride